P(=S)(SC1CCCCC1)(OC1CCCCC1)[O-].[Zn+2].C1(CCCCC1)SP(=S)(OC1CCCCC1)[O-] zinc di(cyclohexyl) dithiophosphate